5-[[(1R)-1-[3-(1,1-difluoro-2-hydroxy-ethyl)-2-methyl-phenyl]ethyl]amino]-1,3,8-trimethyl-imidazo[4,5-g]phthalazin-2-one FC(CO)(F)C=1C(=C(C=CC1)[C@@H](C)NC1=NN=C(C=2C=C3C(=CC12)N(C(N3C)=O)C)C)C